methyl 2-chloro-5-(trifluoromethyl)nicotinate ClC1=C(C(=O)OC)C=C(C=N1)C(F)(F)F